O1C(=CC=C1)C(=O)N(O)C1=CC=CC=C1 N-furoylphenylhydroxylamine